(tert-butylbiphenylyl)(dibenzofuranylphenyl)(spirobifluorenyl)amine C(C)(C)(C)C=1C(=C(C=CC1)C1=CC=CC=C1)N(C=1C2(C3=CC4=CC=CC=C4C3=CC1)C=CC=C1C3=CC=CC=C3C=C12)C1=C(C=CC=C1)C1=CC=CC=2OC3=C(C21)C=CC=C3